OC1=CC=C(C=C1)C(=C(CC)C1=CC=C(C=C1)O)C1=CC=C(C=C1)N1CCN(CC1)CC=1C=C2CN(C(C2=CC1Br)=O)C1C(NC(CC1)=O)=O 3-(5-((4-(4-(1,2-bis(4-hydroxyphenyl)but-1-en-1-yl)phenyl)piperazin-1-yl)methyl)-6-Bromo-1-oxoisoindolin-2-yl)piperidine-2,6-dione